NC1=NC=CC=2N1C(=NC2C2CN(CC2)C(C#CC)=O)C2=CC=C(OC1=C(C#N)C=CC=N1)C=C2 2-(4-(5-Amino-1-(1-(but-2-ynoyl)pyrrolidin-3-yl)imidazo[1,5-c]pyrimidin-3-yl)phenoxy)nicotinonitrile